(R)-(2-methyl-4-((6-methylpyridin-3-yl)oxy)phenyl)-4-oxo-4,5-dihydro-3H-1-thia-3,5,8-triazaacenaphthylene-2-carboxamide CC1=C(C=CC(=C1)OC=1C=NC(=CC1)C)N1C2=C(SC=3N=CC=C(NC1=O)C32)C(=O)N